C(C)(C)(C)OC(=O)N1[C@H](C[C@@H](C1)C1=CC=CC=C1)C(N[C@H](C(=O)OCC1=CC=CC=C1)C)=O (2R,4R)-2-(((S)-1-(benzyloxy)-1-oxoprop-2-yl)carbamoyl)-4-phenylpyrrolidine-1-carboxylic acid tert-butyl ester